ClC1=CC=C2C(=NC=3N(C2=C1)C=NN3)N(C=3C=C(C=CC3)C3=CC=C(C=C3)N3C(CCC3)=O)C (3'-((8-chloro-[1,2,4]triazolo[4,3-a]quinazolin-5-yl)(methyl)amino)-[1,1'-biphenyl]-4-yl)pyrrolidin-2-one